6-chloro-3-(3-cyclopropyl-2-fluoro-phenoxy)-5-methyl-N-[rac-1-[(2,4-dimethylphenyl)methyl]-2-(1,3-dioxoisoindolin-2-yl)oxy-ethyl]pyridazine-4-amide ClC1=C(C(=C(N=N1)OC1=C(C(=CC=C1)C1CC1)F)C(=O)N[C@@H](CON1C(C2=CC=CC=C2C1=O)=O)CC1=C(C=C(C=C1)C)C)C |r|